N1(N=NC=C1)CCCCC1=CC=C(OCC=2N=C(OC2)\C=C\C2=NC=CC=C2F)C=C1 (E)-4-((4-(4-(1H-1,2,3-triazol-1-yl)butyl)phenoxy)methyl)-2-(2-(3-fluoropyridin-2-yl)vinyl)oxazole